NC1=NC=2C=NC(=CC2C2=C1COC2)C(=O)N(CC=2C=NC(=CC2)C(F)(F)F)C 4-amino-N-methyl-N-((6-(trifluoromethyl)-3-pyridinyl)methyl)-1,3-dihydrofuro[3,4-c][1,7]naphthyridine-8-carboxamide